ClC=1C=C2C=C(NC2=CC1)CNC(N(C1CN(CCC1)C(=O)C1=NN(C=C1)C)C)=O 3-[(5-chloro-1H-indol-2-yl)methyl]-1-methyl-1-[1-(1-methyl-1H-pyrazole-3-carbonyl)piperidin-3-yl]urea